C(C)C=1C=NC(=NC1)N1CCC(CC1)CCCOC1=CC(=C(C=C1)CC(=O)O)F 2-(4-(3-(1-(5-ethylpyrimidin-2-yl)piperidin-4-yl)propoxy)-2-fluorophenyl)acetic acid